FC(C1=NN=C(O1)C1=CC=C(CN2N=C(N=N2)C=2C=C3NC(C4(NC3=CC2)CCCCC4)=O)C=C1)F 6'-(2-(4-(5-(difluoromethyl)-1,3,4-oxadiazol-2-yl)benzyl)-2H-tetrazol-5-yl)-1',4'-dihydro-3'H-spiro[cyclohexane-1,2'-quinoxalin]-3'-one